ClC1=CC=C2C(=CNC2=C1)S(=O)(=O)NC1=NC(=C(C(=N1)OC(F)F)C)OC 6-chloro-N-[4-(difluoromethoxy)-6-methoxy-5-methyl-pyrimidin-2-yl]-1H-indole-3-sulfonic acid amide